(RS)-2-(6-chloro-9H-carbazol-2-yl)propionic acid ClC=1C=C2C=3C=CC(=CC3NC2=CC1)[C@H](C(=O)O)C |r|